FC(C1=NC(=NO1)C1=CC=C(C=C1)CN1C=2C(=CC=C1)N=NN2)(F)F 4-[[4-[5-(trifluoromethyl)-1,2,4-oxadiazol-3-yl]phenyl]methyl]-4H-1,2,3-triazolo[4,5-b]pyridine